sodium 4-((4-(cyanoethynyl)benzoyl)oxy)-2,3,5,6-tetrafluorobenzenesulfonate C(#N)C#CC1=CC=C(C(=O)OC2=C(C(=C(C(=C2F)F)S(=O)(=O)[O-])F)F)C=C1.[Na+]